FC1=CC=C(CN2C(C(=CC(=C2)C(=O)N[C@H]2[C@@H](C2)C)C(=O)NC)=O)C=C1 |r| (+/-)-1-(4-fluorobenzyl)-N3-methyl-N5-((trans)-2-methylcyclopropyl)-2-oxo-1,2-dihydropyridine-3,5-dicarboxamide